[Si](C)(C)(C(C)(C)C)OC(C)[C@@H]1N(CCNC1)C(=O)OC(C)(C)C tert-Butyl (2R)-2-{1-[(tert-butyldimethylsilyl)oxy]ethyl}piperazine-1-carboxylate